OC1=C(C(=O)O)C(=CC(=C1)OC)\C=C\C1CCN(CC1)C(C1=CC=C(C=C1)OC)=O (E)-2-hydroxy-4-methoxy-6-{2-[1-(4-methoxybenzoyl)piperidin-4-yl]vinyl}benzoic acid